(3-amino-5-(methylsulfonyl)-4,5,6,7-tetrahydropyrazolo[4,3-c]pyridin-1-yl)(1,2,3,4-tetrahydroquinolin-4-yl)methanone NC1=NN(C2=C1CN(CC2)S(=O)(=O)C)C(=O)C2CCNC1=CC=CC=C21